4-((cycloheptyloxy)methyl)-2-methoxyphenol C1(CCCCCC1)OCC1=CC(=C(C=C1)O)OC